C1=CC=CCC1 5,6-Dihydro-benzol